NC1=C2C(=NC(=N1)N)N(N=C2C)[C@H]2C[C@@H]([C@](O2)(CO)C#C)O (2R,3S,5R)-5-(4,6-diamino-3-methyl-pyrazolo[3,4-d]pyrimidin-1-yl)-2-ethynyl-2-(hydroxymethyl)tetrahydrofuran-3-ol